methyl 4-amino-3-methylisoxazole-5-carboxylate NC=1C(=NOC1C(=O)OC)C